8-(4-((2-(trimethylsilyl) ethoxy) methoxy)-9-((2-(trimethylsilyl) ethoxy) methyl)-9H-pyrimido[4,5-b]indol-7-yl)-2,8-diazaspiro[4.5]decane-2-carboxylate C[Si](CCOCOC1=NC=NC=2N(C3=CC(=CC=C3C21)N2CCC1(CCN(C1)C(=O)[O-])CC2)COCC[Si](C)(C)C)(C)C